C(C1=CC=CC=C1)C=1N(C=2C(=C3CC[C@@H](N(C3=CC2)C(=O)OC)C)N1)[C@@H]1CC([C@@H](CC1)C(=O)O)(C)C (1R,4S)-4-[(7S)-2-benzyl-6-(methoxycarbonyl)-7-methyl-3H,6H,7H,8H,9H-imidazo[4,5-f]quinolin-3-yl]-2,2-dimethylcyclohexane-1-carboxylic acid